N[C@@H]1CN(CCC1)CC=1C=C(C=C(C1)N1C=NC(=C1)C)NC(=O)C=1C=C(C=CC1)C1=CC=CC=C1 (S)-N-(3-((3-aminopiperidin-1-yl)methyl)-5-(4-methyl-1H-imidazol-1-yl)phenyl)-[1,1'-biphenyl]-3-carboxamide